C(C)(C)N1C(NCC1C1=CC=C(C=C1)C#CC1=CC=C(C=C1)C(=O)N1CCOCC1)=O 3-isopropyl-4-(4-((4-(morpholine-4-carbonyl)phenyl)ethynyl)phenyl)-2-oxoimidazoline